ClC1=CC(=NC=C1OC)[C@@H](C)N([S@](=O)C(C)(C)C)CC (R)-N-((R)-1-(4-chloro-5-methoxypyridin-2-yl)ethyl)-N-ethyl-2-methylpropan-2-sulfinamide